[(1R,2S,4R)-4-{[5-({4-[(6-cyano-1H-indol-1-yl)methyl]-2-thienyl}carbonyl)pyrimidin-4-yl]amino}-2-hydroxycyclopentyl]methyl sulfamate S(N)(OC[C@@H]1[C@H](C[C@@H](C1)NC1=NC=NC=C1C(=O)C=1SC=C(C1)CN1C=CC2=CC=C(C=C12)C#N)O)(=O)=O